C(C)(C)(C)OC(=O)N[C@H](C(=O)O)C(C)C (S)-2-tert-butoxycarbonylamino-3-methylbutanoic acid